1-[[[4-amino-8-(trans-4-aminocyclohexoxy)-5,5-dimethyl-6H-benzo[h]quinazolin-7-yl]amino]methyl]cyclopropanecarbonitrile NC1=NC=NC=2C3=C(CC(C12)(C)C)C(=C(C=C3)O[C@@H]3CC[C@H](CC3)N)NCC3(CC3)C#N